C(#N)CC(C)(C)C1=C(C2=C(C=C3C=NN(C3=C2)C2OCCCC2)N1)C1=CC=C(C(=O)OC)C=C1 methyl 4-[6-(2-cyano-1,1-dimethyl-ethyl)-1-tetrahydropyran-2-yl-5H-pyrrolo[2,3-f]indazol-7-yl]benzoate